CC(C)OC=1C=C2C(=NNC2=CC1)C1=NC=CC(=N1)C1CN(C1)CCCN 3-(3-{2-[5-(propan-2-yloxy)-1H-indazol-3-yl]pyrimidin-4-yl}azetidin-1-yl)propan-1-amine